N-(3-(diethylamino)propyl)methacrylamide C(C)N(CCCNC(C(=C)C)=O)CC